3,5-dimethoxy-4-i-propoxyphenethylamine COC=1C=C(CCN)C=C(C1OC(C)C)OC